8-Cyclopentyl-2-((1-cyclopropyl-1H-pyrazol-3-yl)amino)-5-methylpyrido[2,3-d]pyrimidin-7(8H)-one C1(CCCC1)N1C(C=C(C2=C1N=C(N=C2)NC2=NN(C=C2)C2CC2)C)=O